FC(OC1=CC=C(OC2=CC=C(C(=O)O)C=C2)C=C1)(F)F 4-(4-(trifluoromethoxy)phenoxy)benzoic acid